2-hydroxy-N-(1-(4-methoxyphenyl)-2-oxo-2-((4-(trimethylsilyl)phenyl)amino)ethyl)-N,4-dimethyl-1,3-thiazole-5-carboxamide OC=1SC(=C(N1)C)C(=O)N(C)C(C(NC1=CC=C(C=C1)[Si](C)(C)C)=O)C1=CC=C(C=C1)OC